COC=1C=C(C=CC1OC)C1=C(C2=NC(=CC=C2N1)C1CCNCC1)C 2-(3,4-dimethoxyphenyl)-3-methyl-5-(piperidin-4-yl)-1H-pyrrolo[3,2-b]pyridine